OC=1C=C(C=CC1[N+](=O)[O-])N1CCN(C2(CC2)C1)C(=O)OC(C)(C)C tert-Butyl 7-(3-hydroxy-4-nitrophenyl)-4,7-diazaspiro[2.5]octane-4-carboxylate